(3R)-1-[[4-(3-bromo-2-methyl-anilino)-2-(difluoromethyl)pyrido[3,2-d]pyrimidin-7-yl]methyl]pyrrolidin-3-ol BrC=1C(=C(NC=2C3=C(N=C(N2)C(F)F)C=C(C=N3)CN3C[C@@H](CC3)O)C=CC1)C